[1-(cyclohexyloxycarbonyloxy)]ethyl methyl (2E)-but-2-ene-1,4-dioate C(\C=C\C(=O)OC)(=O)OC(C)OC(=O)OC1CCCCC1